2-iodo-4,5-dimethylaniline IC1=C(N)C=C(C(=C1)C)C